C(C)(=O)OC[C@H](NC(=O)C=1N=C(SC1)C1=CC=C(C=C1)NC(=O)OC(C)(C)C)C(=O)N[C@@H](C)C(=O)OC Methyl O-acetyl-N-(2-(4-((tert-butoxycarbonyl)amino)phenyl)thiazole-4-carbonyl)-L-seryl-L-alaninate